1-(6-(4-isopropyl-4H-1,2,4-triazol-3-yl)pyridin-2-yl)-3-(5-(methylsulfonyl)thiophen-2-yl)imidazolidin C(C)(C)N1C(=NN=C1)C1=CC=CC(=N1)N1CN(CC1)C=1SC(=CC1)S(=O)(=O)C